C(C1=CC=CC=C1)C=1C=C(C=CC1)NC(=O)[C@@H]1CNC[C@H]1C1=CC=CC=C1 |r| (±)-trans-N-(3-benzylphenyl)-4-phenylpyrrolidine-3-carboxamide